4-(5-bromo-1-methyl-1H-imidazol-4-yl)-N-(1-((1-methyl-1H-pyrazol-4-yl)sulfonyl)piperidin-4-yl)-5-(trifluoromethyl)pyrimidin-2-amine BrC1=C(N=CN1C)C1=NC(=NC=C1C(F)(F)F)NC1CCN(CC1)S(=O)(=O)C=1C=NN(C1)C